C(CCCCCCCCCCC)(=O)[O-].C(CCCCCCCCCCC)(=O)[O-].C(CCC)(=O)[O-].C(CCC)(=O)[O-].[Sn+4] tin dibutyrate dilaurate